Cl.NCC=1C=CC(=NC1)NC(N(C)C)=O 3-(5-(Aminomethyl)pyridin-2-yl)-1,1-dimethylurea hydrochloride